CC1(COCC1)N1C=C(C(=CC1=O)OS(=O)(=O)C(F)(F)F)C(=O)OC methyl 1-(3-methyl tetrahydrofuran-3-yl)-6-oxo-4-(((trifluoromethyl)sulfonyl)oxy)-1,6-dihydropyridine-3-carboxylate